C(C1CO1)OCC[Si](OCCCC)(OCCCC)OCCCC beta-glycidoxyethyl-tributoxysilane